CS(=O)NC=1C=CC=2N(C1)C=C(N2)C(=O)N 6-(methylsulfinylamino)imidazo[1,2-a]pyridine-2-carboxamide